BrC1=CC=C(C=C1)[C@@H](C(F)(F)F)N(C(=O)C1CCC(CC1)O[Si](C)(C)C(C)(C)C)C (1r,4r)-N-[(1S)-1-(4-bromophenyl)-2,2,2-trifluoroethyl]-4-[(tert-butyldimethylsilyl)oxy]-N-methylcyclohexane-1-carboxamide